N-(3-bromo-2-chlorophenyl)-7-(3-hydroxy-3-methylbutyl)-5,6,7,8-tetrahydro-2,7-naphthyridine-3-carboxamide BrC=1C(=C(C=CC1)NC(=O)C=1N=CC=2CN(CCC2C1)CCC(C)(C)O)Cl